6-(trifluoromethyl)benzaldehyde FC(C1=CC=CC=C1C=O)(F)F